1-benzenesulfonyl-4-{[2-((2S)-2-hydroxypropionyl)-hexahydrocyclopenta[c]pyrrole-5-yl]-methyl-amino}-1H-pyrrolo[2,3-b]pyridin-5-carbonitrile C1(=CC=CC=C1)S(=O)(=O)N1C=CC=2C1=NC=C(C2N(C)C2CC1C(CN(C1)C([C@H](C)O)=O)C2)C#N